CN(C=1C=C2CN(C(C2=CC1)=O)C1C(NC(CC1)=O)=O)[C@H]1CN(CC1)CC=1C=NC2=CC=CC=C2C1 3-(5-(Methyl((R)-1-(quinolin-3-ylmethyl)pyrrolidin-3-yl)amino)-1-oxoisoindolin-2-yl)piperidine-2,6-dione